COC(=O)C1=NN(C=C1OC)CCCO[Si](C)(C)C(C)(C)C 1-(3-((tert-Butyldimethylsilyl)oxy)propyl)-4-methoxy-1H-pyrazole-3-carboxylic acid methyl ester